CN(C)[Nb](N(C)C)(N(C)C)(N(C)C)N(C)C pentakis(dimethylamino)niobium (V)